C1C2CC3CC1CC(C2)(C3)F Fluoroadamantane